FC(C(=O)O)(F)F.FC=1C=C(C=C(C1)C=1C=NN(C1)C1=C(C(=C(C(=C1[2H])[2H])[2H])[2H])[2H])CN (3-Fluoro-5-(1-phenyl-d5-1H-pyrazol-4-yl)phenyl)methanamine trifluoroacetate